C(C)(C)OC(=O)OC=1C2=CC=CC=C2C(=C2C=CC=CC12)OC(=O)OC(C)C 9,10-bis(isopropoxycarbonyloxy)anthracene